potassium 3,3-dimethyl-4-hydroxy-6-heptenoate CC(CC(=O)[O-])(C(CC=C)O)C.[K+]